FC=1C(=NC(=NC1)N[C@H]1[C@H](COCC1)O)C=1C=C2C(=C(C=NC2=CC1)CN1CC(C1)O)C(C)C 1-((6-(5-fluoro-2-(((3R,4R)-3-hydroxytetrahydro-2H-pyran-4-yl)amino)pyrimidin-4-yl)-4-isopropylquinolin-3-yl)methyl)azetidin-3-ol